C(#N)C1=NC2=CC(=CC(=C2N=C1N1CCNCC1)[C@@H](C)NC1=C(C(=O)O)C=CC=C1)C (R)-2-((1-(2-cyano-7-methyl-3-(piperazin-1-yl)quinoxalin-5-yl)ethyl)amino)benzoic acid